C[Si](C1=CC=C(C=C1)C1=NC(=CC(=C1)C1=CC=CC=C1)C1=CC=C(C=C1)[Si](C)(C)C)(C)C 2,6-bis-(4-trimethylsilylphenyl)-4-phenylpyridine